FC1=C(C=CC=C1)C1=C(C=C(C=C1)C)C=1OC(=NN1)C1=COC=C1 2-(2'-fluoro-4-methyl-[1,1'-biphenyl]-2-yl)-5-(furan-3-yl)-1,3,4-oxadiazole